tert-butyl ((cis)-4-aminocyclohexyl)carbamate N[C@H]1CC[C@H](CC1)NC(OC(C)(C)C)=O